2-chloro-5H-pyrrolo[3,2-d]pyrimidine-4-carboxylic acid methyl ester COC(=O)C=1C2=C(N=C(N1)Cl)C=CN2